O=C1C(O)=C([O-])[C@H](O1)[C@@H](O)CO Ascorbate